ClC1=C(OCC2=NC=CC(=C2)C=2CN(CC2)CC2=NC3=C(N2C[C@H]2OCC2)C=C(C=C3)C(=O)O)C=CC(=C1)Cl 2-[(3-{2-[(2,4-dichlorophenoxy)methyl]pyridin-4-yl}-2,5-dihydro-1H-pyrrol-1-yl)methyl]-1-{[(2S)-oxetan-2-yl]methyl}-1H-1,3-benzodiazole-6-carboxylic acid